2-Methoxyethyl (7-fluoro-5-(2-fluoro-5-((4-oxo-3,4-dihydrophthalazin-1-yl)methyl)phenyl)-1H-benzoimidazol-2-yl)carbamate FC1=CC(=CC2=C1NC(=N2)NC(OCCOC)=O)C2=C(C=CC(=C2)CC2=NNC(C1=CC=CC=C21)=O)F